The molecule is an anthemis glycoside that is found in the cyanogenic achenes of Anthemis altissima. It is an anthemis glycoside, a disaccharide derivative, an O-acyl carbohydrate and a nitrile. It derives from a trans-cinnamic acid. C1[C@H]([C@@H]([C@H]([C@@H](O1)OC[C@@H]2[C@H]([C@@H]([C@H]([C@@H](O2)OC3=CC=C(C=C3)/C=C/C(=O)O[C@@H]4CO[C@H]([C@@H]([C@H]4O)O)OC[C@@H]5[C@H]([C@@H]([C@H]([C@@H](O5)O[C@H](C#N)C6=CC=CC=C6)O)O)O)O)O)O)O)O)O